5-[3-[(3R,9aS)-3-(3-chloro-4-fluoro-phenyl)-3,4,6,7,9,9a-hexahydro-1H-pyrazino[2,1-c][1,4]oxazine-8-carbonyl]-2-chloro-phenyl]-6-methyl-1H-pyridin-2-one ClC=1C=C(C=CC1F)[C@@H]1CN2[C@H](CO1)CN(CC2)C(=O)C=2C(=C(C=CC2)C=2C=CC(NC2C)=O)Cl